CC1OC=2C(=C(C=3CCNC(C3C2C)=O)C2=CN=CS2)O1 2,4-dimethyl-9-(thiazol-5-yl)-7,8-dihydro-[1,3]dioxolo[4,5-g]isoquinolin-5(6H)-one